N-((5-chloro-8-hydroxyquinolin-7-yl)(4-chlorophenyl)methyl)butyramide ClC1=C2C=CC=NC2=C(C(=C1)C(NC(CCC)=O)C1=CC=C(C=C1)Cl)O